3-Hydroxy-N-((S)-1-(3-(trifluoromethoxy)phenyl)ethyl)-3-(1-(trifluoromethyl)cyclopropyl)propanamide OC(CC(=O)N[C@@H](C)C1=CC(=CC=C1)OC(F)(F)F)C1(CC1)C(F)(F)F